FC(CC\C=N\[S@@](=O)C(C)(C)C)(C)F (S,E)-N-(4,4-difluoropentylidene)-2-methylpropane-2-sulfinamide